5-bromo-3-(trifluoromethyl)-1,2,4-thiadiazole BrC1=NC(=NS1)C(F)(F)F